FC(C1=NNC=2N(CCCC21)CC21CC(C2)(C1)C(=O)OC)(F)F methyl 3-((3-(trifluoromethyl)-5,6-dihydro-1H-pyrazolo[3,4-b]pyridine-7(4H)-yl)methyl)bicyclo[1.1.1]pentane-1-carboxylate